methyl (R,E)-3-((5-(bicyclo[1.1.1]pentan-1-yl)-3-butyl-2-methyl-7-(methylthio)-1,1-dioxido-2,3,4,5-tetrahydrobenzo[f][1,2,5]thiadiazepin-8-yl)oxy)acrylate C12(CC(C1)C2)N2C[C@H](N(S(C1=C2C=C(C(=C1)O/C=C/C(=O)OC)SC)(=O)=O)C)CCCC